S1C(=NC2=C1C=CC=C2)C2=CC=C(C=C2)C(C=CC2=CC=C(C=C2)C(F)(F)F)=O 1-(4-(2-benzothiazolyl)-phenyl)-3-(4-trifluoromethylphenyl)-2-propen-1-one